7-bromothieno[3,2-d]pyrimidine-2,4(1H,3H)-dione BrC1=CSC2=C1NC(NC2=O)=O